N-(trans-4-acrylamidocyclohexyl)-3,4-dichlorobenzamide C(C=C)(=O)N[C@@H]1CC[C@H](CC1)NC(C1=CC(=C(C=C1)Cl)Cl)=O